NCC1=NNC(C2=CC=C(C=C12)C1(CC1)C(=O)N(C1CCCC=2C=CC=NC12)CC1=NC=C(C=C1)C1=C(C=CC=C1F)C#N)=O 1-(4-(aminomethyl)-1-oxo-1,2-dihydro-phthalazin-6-yl)-N-((5-(2-cyano-6-fluorophenyl)pyridin-2-yl)methyl)-N-(5,6,7,8-tetrahydroquinolin-8-yl)cyclopropane-1-carboxamide